CN1N=CC(=N1)S(=O)(=O)C1=NN(CC1C1=CC=CC=C1)C(NCCS(N)(=O)=O)=N ((2-methyl-2H-1,2,3-triazol-4-yl)sulfonyl)-4-phenyl-N-(2-sulfamoylethyl)-4,5-dihydro-1H-pyrazole-1-carboximidamide